(R)-(4-((1-(3-amino-5-(trifluoromethyl)phenyl)ethyl)amino)-2-(fluoromethyl)-6-methoxyquinazolin-7-yl)(morpholino)methanone NC=1C=C(C=C(C1)C(F)(F)F)[C@@H](C)NC1=NC(=NC2=CC(=C(C=C12)OC)C(=O)N1CCOCC1)CF